N-((2,6-dihydroxy-5'-methyl-4-pentyl-1',2',3',4'-tetrahydro-[1,1'-biphenyl]-3-yl)sulfonyl)acetamide OC1=C(C(=CC(=C1S(=O)(=O)NC(C)=O)CCCCC)O)C1CCCC(=C1)C